BrC1=C(C(=CC(=C1)Cl)C(=O)NC(C)C1CC1)C1=NN(C(=C1)C(=O)N)C1=NC=CC=C1Cl [2-bromo-4-chloro-6-[[(1-cyclopropylethyl)amino]carbonyl]phenyl]-1-(3-chloro-2-pyridinyl)-1H-pyrazole-5-carboxamide